5-[(1S)-1-(4-bromo-2-cyclopropylphenoxy)-2-methoxyethyl]-1H-1,2,3,4-tetrazole BrC1=CC(=C(O[C@H](COC)C2=NN=NN2)C=C1)C1CC1